N=1N=CN2C1C=C(C=C2)C=2C=C1C(=NC=NC1=CC2)N2CCC1=CC=C(C=C21)Cl 6-([1,2,4]triazolo[4,3-a]pyridin-7-yl)-4-(6-chloroindolin-1-yl)quinazoline